6-bromo-2-(1-cyclopropylpiperidin-4-yl)quinazolin-4(3H)-one BrC=1C=C2C(NC(=NC2=CC1)C1CCN(CC1)C1CC1)=O